(E)-4-(3-oxo-3-phenylpropan-1-en-1-yl)benzonitrile O=C(/C=C/C1=CC=C(C#N)C=C1)C1=CC=CC=C1